2,6-di-tert-butyloxycarbonyl-2,6-diazaadamantane-4,8-diol C(C)(C)(C)OC(=O)N1C2C(C3N(C(C(C1C3)O)C2)C(=O)OC(C)(C)C)O